C(C1=CC=CC=C1)SC1=CC(=C(CN2C(CNC=3C=NC=4C=C(C(=CC4C32)F)OC)=O)C(=C1)F)F 1-(4-(Benzylthio)-2,6-difluorobenzyl)-9-fluoro-8-methoxy-2-oxo-2,3-dihydropyrazino[2,3-c]quinoline